methyl 6-fluoro-2,3-dihydrobenzofuran-5-carboxylate FC1=CC2=C(CCO2)C=C1C(=O)OC